FC=1C=C2C(=NC=3N(C2=CC1N)C=NN3)N(C3=CC=CC=C3)C 7-fluoro-N5-methyl-N5-phenyl-[1,2,4]triazolo[4,3-a]quinazolin-5,8-diamine